ClC=1C=C(C=CC1)C1NCCSC1 3-(3-chlorophenyl)thiomorpholine